CC(CC(C(=O)[O-])=O)C 4-methyl-2-oxovalerate